2-(1'-(cis-4-isopropyl-cyclohexyl)-3-oxo-1H-spiro[isoquinoline-4,4'-piperidin]-2(3H)-yl)ethyl acetate C(C)(=O)OCCN1CC2=CC=CC=C2C2(CCN(CC2)[C@@H]2CC[C@@H](CC2)C(C)C)C1=O